2-(2-hydroxybenzoyl)benzoic acid OC1=C(C(=O)C2=C(C(=O)O)C=CC=C2)C=CC=C1